N1C(C2(C=3C1=NC=CC3)CCNCC2)=O spiro[piperidin-4,3'-pyrrolo[2,3-B]pyridin]-2'(1'H)-one